N-(3-(tert-butyl)isoxazol-5-yl)-6-(6-(4-methylpiperazin-1-yl)imidazo[1,2-a]pyridine-3-carbonyl)-4,5,6,7-tetrahydrothieno[2,3-c]pyridine-3-carboxamide C(C)(C)(C)C1=NOC(=C1)NC(=O)C1=CSC=2CN(CCC21)C(=O)C2=CN=C1N2C=C(C=C1)N1CCN(CC1)C